C(C#C)N1C(N(C(N(C1=O)CC#C)=O)CC#C)=O 1,3,5-tris(prop-2-yn-1-yl)-1,3,5-triazinane-2,4,6-trione